NC1=NC=C2C(=N1)N(N=C2)CC2=C(C=C(C=C2F)[N+](=O)[O-])F 6-amino-1-[(2,6-difluoro-4-nitro-phenyl)methyl]Pyrazolo[3,4-d]Pyrimidine